NC=1N=C(SC1C(=O)C=1C=NC(=CC1)C(F)(F)F)N(C1=CC=C(C=C1)F)[C@H](C(=O)N)C (S)-2-(N-[4-amino-5-[6-(trifluoromethyl)pyridine-3-carbonyl]thiazol-2-yl]-4-fluoro-anilino)propanamide